ethyl 5-cyclobutyl-2-[methyl(5-methyl-6-{[(2Z)-3-{[2-(trimethylsilyl)ethoxy]methyl}-2,3-dihydro-1,3-benzothiazol-2-ylidene]amino}pyridazin-3-yl)amino]-1,3-thiazole-4-carboxylate C1(CCC1)C1=C(N=C(S1)N(C=1N=NC(=C(C1)C)\N=C\1/SC2=C(N1COCC[Si](C)(C)C)C=CC=C2)C)C(=O)OCC